C1(=CC=CC=C1)C=1C=C(C=C2CN(CC12)C(=O)OC(C)(C)C)C(=O)OC 2-(tert-butyl) 5-methyl 7-phenylisoindoline-2,5-dicarboxylate